FC1(CC[C@@H]([C@H](C1)NC(=O)C=1C=CC(=C(C1)C=1N=C(N2C1C=CC=C2)C(=O)N)C(F)(F)F)O)F (5-{[(1S,2S)-5,5-difluoro-2-hydroxycyclohexyl]carbamoyl}-2-(trifluoromethyl)phenyl)imidazo[1,5-a]pyridine-3-carboxamide